C1(CCC1)N1C=NC2=C1C=C(C=C2)C(=O)NC2=CC(=C(C(=C2)OC)OC)OC 1-cyclobutyl-N-(3,4,5-trimethoxyphenyl)-1H-benzo[d]imidazole-6-carboxamide